N-isopropyl-N-(2-(4-methoxy-1H-indol-3-yl)ethyl)propan-1-amine C(C)(C)N(CCC)CCC1=CNC2=CC=CC(=C12)OC